N,N-diethyl-5-(6-methyl-7-oxo-6,7-dihydro-5H-pyrrolo[3,4-b]pyridin-3-yl)-2-naphthamide C(C)N(C(=O)C1=CC2=CC=CC(=C2C=C1)C=1C=C2C(=NC1)C(N(C2)C)=O)CC